FC(CC=1C=C(C(=NC1OC)NS(=O)(=O)C1=CN=C2N1C=CC(=C2)C2COC2)F)F N-[5-(2,2-difluoroethyl)-3-fluoro-6-methoxy-2-pyridyl]-7-(oxetan-3-yl)imidazo[1,2-a]pyridine-3-sulfonamide